6-amino-2-hydroxy-3-methylpyrimidin-4(3H)-one NC1=CC(N(C(=N1)O)C)=O